[Si](C1=CC=CC=C1)(C1=CC=CC=C1)(C(C)(C)C)O[C@H](CC(=O)OCC)CI ethyl (R)-3-((tert-butyldiphenylsilyl)oxy)-4-iodobutanoate